4-chloro-N-(3-fluorophenyl)-3-(indolin-1-ylsulfonyl)benzamide ClC1=C(C=C(C(=O)NC2=CC(=CC=C2)F)C=C1)S(=O)(=O)N1CCC2=CC=CC=C12